3-Methyl-5-nitro-2-(6-(((tetrahydro-2H-pyran-4-yl)amino)methyl)pyridazin-3-yl)phenol hydrochloride Cl.CC=1C(=C(C=C(C1)[N+](=O)[O-])O)C=1N=NC(=CC1)CNC1CCOCC1